C(C)C1(OCC2=C1N=C(N=C2)C(=O)OC)C methyl 7-ethyl-7-methyl-5,7-dihydrofuro[3,4-d]pyrimidine-2-carboxylate